Methyl (S,E)-7-iodo-5-((triisopropylsilyl)oxy)hept-6-enoate I/C=C/[C@H](CCCC(=O)OC)O[Si](C(C)C)(C(C)C)C(C)C